FC(C1=CC(=NC=C1)N1N=CC(=C1)S(=O)(=O)N1CCCCN2N=CC3=CC=CC1=C23)(F)F 1-((1-(4-(TRIFLUOROMETHYL)PYRIDIN-2-YL)-1H-PYRAZOL-4-YL)SULFONYL)-2,3,4,5-TETRAHYDRO-1H-[1,4]DIAZOCINO[3,2,1-HI]INDAZOLE